N-(2-hydroxyethyl)ethylenedi-amine OCCNCCN